2-amino-6-(cyclopropylmethyl)pyrazine NC1=NC(=CN=C1)CC1CC1